CN(C=1C2=C(N=C(N1)N1CC(C1)OC(CCOC)=O)CC[S+]2[O-])C2CCOCC2 [1-[4-[Methyl(tetrahydropyran-4-yl)amino]-5-oxido-6,7-dihydrothieno[3,2-d]pyrimidin-5-ium-2-yl]azetidin-3-yl]-3-methoxypropanoat